(S)-5-(5-(3,5-dimethylisoxazol-4-yl)-1-((R)-1-(methanesulfonyl)pyrrolidin-3-yl)-1H-benzo[d]imidazol-2-yl)-1-(naphthalen-1-yl)pyrrolidin-2-one CC1=NOC(=C1C1=CC2=C(N(C(=N2)[C@@H]2CCC(N2C2=CC=CC3=CC=CC=C23)=O)[C@H]2CN(CC2)S(=O)(=O)C)C=C1)C